C(C)S(=O)(=O)CC ethyl-sulfonylethane